ClC1=CC=C(C=C1)C1=C(C(=NN1C1=C(C=C(C=C1)Cl)Cl)C(=O)NC1=NC=C(C(=O)OC)C=C1)C Methyl 6-(5-(4-chlorophenyl)-1-(2,4-dichlorophenyl)-4-methyl-1H-pyrazole-3-carboxamido)nicotinate